(2R)-4-[(2R)-3-(3,4-dihydro-1H-isoquinolin-2-yl)-2-hydroxy-propyl]-2-methyl-8-[[1-(3,3,3-trifluoro-2-hydroxy-propyl)-4-piperidinyl]oxy]-2,3-dihydro-1,4-benzoxazepin C1N(CCC2=CC=CC=C12)C[C@H](CN1C[C@H](OC2=C(C1)C=CC(=C2)OC2CCN(CC2)CC(C(F)(F)F)O)C)O